C(C)(C)N(P(OC(C)(C)C)OC(C)(C)C)C(C)C di-tert-butyl N,N-di(isopropyl)phosphoramidite